C1(CC1)NC(C1=C(C=C(C=C1OC)C1=CN=C2N1C=CC(=C2)C2N(CCC2)C)OC(F)F)=O N-cyclopropyl-2-(difluoromethoxy)-6-methoxy-4-[7-(1-methylpyrrolidin-2-yl)imidazo[1,2-a]pyridin-3-yl]benzamide